(2-methoxy-4-(2-((2-methoxyethyl)amino)pyrimidin-5-yl)phenyl)methanol COC1=C(C=CC(=C1)C=1C=NC(=NC1)NCCOC)CO